C(=O)(O)CC=1C(NC(NC1)=O)=O 5-(carboxy-methyl)-uracil